FC1=CC=C(C(=O)C2=C(C=CC=C2)C(C2=CC=C(C=C2)F)=O)C=C1 1,2-bis(4-fluorobenzoyl)benzene